C[Si]1(C2=C(C3=C1C=CC=C3)C=CC(=C2)B2OC(C(O2)(C)C)(C)C)C 5,5-dimethyl-3-(4,4,5,5-tetramethyl-1,3,2-dioxaborolan-2-yl)-5H-dibenzo[b,d]silole